CC1(C2CC=C(CC12)C(=O)OCC=C)C allyl 7,7-dimethylbicyclo[4.1.0]hept-3-ene-3-carboxylate